C(C)C1CC=2N(C3=CC=CC=C3C2C(C1CN1C(=CC=C1)CC)=O)CC 2,9-diethyl-3-((2-ethyl-1H-pyrrol-1-yl)methyl)-1,2,3,9-tetrahydro-4H-carbazol-4-one